methyl (2-(trifluoromethoxy)phenyl) carbonate C(OC)(OC1=C(C=CC=C1)OC(F)(F)F)=O